2-((benzyl-(2-hydroxyethyl)amino)methyl)quinolin-4(1H)-one C(C1=CC=CC=C1)N(CCO)CC=1NC2=CC=CC=C2C(C1)=O